N-(5-(4-(4-acryloylpiperazin-1-yl)quinazolin-6-yl)-2-methoxypyridin-3-yl)-2,4-difluorobenzenesulfonamide C(C=C)(=O)N1CCN(CC1)C1=NC=NC2=CC=C(C=C12)C=1C=C(C(=NC1)OC)NS(=O)(=O)C1=C(C=C(C=C1)F)F